C1(CC1)N(C(OC(C)(C)C)=O)[C@@H]1CNCC1 tert-butyl N-cyclopropyl-N-[(3S)-pyrrolidin-3-yl]carbamate